6-(2-hydroxy-2-(3'-methyl-[1,1'-biphenyl]-3-yl)acetyl)-2-(1-phenylcyclopropyl)-5,6,7,8-tetrahydropyrido[4,3-d]pyrimidin-4(3H)-one OC(C(=O)N1CC2=C(N=C(NC2=O)C2(CC2)C2=CC=CC=C2)CC1)C=1C=C(C=CC1)C1=CC(=CC=C1)C